Trans-tert-butyl 3-fluoro-4-[(methanesulfonyloxy)methyl]piperidine-1-carboxylate F[C@@H]1CN(CC[C@H]1COS(=O)(=O)C)C(=O)OC(C)(C)C